(2S,4R)-1-((R)-2-(3-(2-bromoethoxy)isoxazol-5-yl)-3-methylbutyryl)-4-hydroxy-N-((S)-1-(4-(4-methylthiazol-5-yl)phenyl)ethyl)pyrrolidine-2-carboxamide BrCCOC1=NOC(=C1)[C@H](C(=O)N1[C@@H](C[C@H](C1)O)C(=O)N[C@@H](C)C1=CC=C(C=C1)C1=C(N=CS1)C)C(C)C